3-phenyl-2,3-epoxy-1-propanone C1(=CC=CC=C1)C1C(C=O)O1